2-(2-(((1r,4r)-4-(dibenzylamino)cyclohexyl)oxy)ethoxy)-N,N-dimethylacetamide C(C1=CC=CC=C1)N(C1CCC(CC1)OCCOCC(=O)N(C)C)CC1=CC=CC=C1